2,3,4,5,6-pentafluoro-phenylalanine FC1=C(C[C@H](N)C(=O)O)C(=C(C(=C1F)F)F)F